BrC1=CC2=C(OC=C2COC2=C(C=CC=C2)CC(=O)OCC)C2=C1OC=C2 ethyl 2-(2-((5-bromobenzo[1,2-b:3,4-b']difuran-3-yl)methoxy)phenyl)acetate